(S,S)-1,11-bis[5-(4-carboxy-4,5-dihydrothiazol-2-yl)-2,4-dihydroxyphenyl]-4,8-dioxaundecane C(=O)(O)[C@@H]1N=C(SC1)C=1C(=CC(=C(C1)CCCOCCCOCCCC1=C(C=C(C(=C1)C=1SC[C@@H](N1)C(=O)O)O)O)O)O